C(CCC)N1CC=CC=C1 1-butylpyridin